C(C1=CC=CC=C1)[C@H]1C[C@@H](N(C1)C(=O)OC(C)(C)C)C(N[C@H](C(=O)NCC=1C=CC=2N(C1)C(=CN2)Cl)C)=O tert-butyl (2R,4S)-4-benzyl-2-(((S)-1-(((3-chloroimidazo[1,2-a]pyridin-6-yl)methyl)amino)-1-oxopropan-2-yl)carbamoyl)pyrrolidine-1-carboxylate